C(C1=CC=CC=C1)OC1=NC(=CC=C1C1=CC=C(C=C1)C#CC1(CCN(CC1)C(=O)OC(C)(C)C)F)OCC1=CC=CC=C1 tert-butyl 4-[2-[4-(2,6-dibenzyloxy-3-pyridyl)phenyl]ethynyl]-4-fluoro-piperidine-1-carboxylate